N-(4-(4-Bromophenyl)thiazol-2-yl)-2-(2,2,2-trifluoroacetamido)benzamide BrC1=CC=C(C=C1)C=1N=C(SC1)NC(C1=C(C=CC=C1)NC(C(F)(F)F)=O)=O